ClC=1C(=C2C(=NC1)NC(=N2)C2=CC=C(C=C2)N2CCN(CC2)S(=O)(=O)C)NC2CCN(CC2)CC2=CC=C(C=C2)OC 6-Chloro-N-[1-(4-methoxybenzyl)piperidin-4-yl]-2-{4-[4-(methylsulfonyl)piperazin-1-yl]phenyl}-3H-imidazo[4,5-b]pyridin-7-amine